C(C)[SiH2]OCCCOCC1=CC=CC2=CC=CC=C12 ethyl-(naphthyl)methoxypropoxysilane